2,2-bis(p-aminocyclohexyl)propane NC1CCC(CC1)C(C)(C)C1CCC(CC1)N